1-(3-((5-(cyclopropanecarbonyl)-7H-pyrrolo[2,3-d]pyrimidin-4-yl)amino)azetidin-1-yl)prop-2-en-1-one C1(CC1)C(=O)C1=CNC=2N=CN=C(C21)NC2CN(C2)C(C=C)=O